C(C)(C)OC(=O)C1=NC=C(C=C1CO)Br 5-bromo-3-(hydroxymethyl)pyridinecarboxylic acid isopropyl ester